FC1=C(C=C(C=C1)F)C(CC#CC#CC1=C2C=CNC2=C(C=C1C(=O)N)OC[C@@H]1NCCC1)C=1C(N(C=CC1)C)=O 4-(6-(2,5-difluorophenyl)-6-(1-methyl-2-oxo-1,2-dihydropyridin-3-yl)hexa-1,3-diyne-1-yl)-7-((R)-pyrrolidin-2-ylmethoxy)-1H-indole-5-carboxamide